4-amino-1-methyl-7-(trifluoromethoxymethyl)-1H-pyrazolo[4,3-c]quinoline-8-carboxylic acid NC1=NC=2C=C(C(=CC2C2=C1C=NN2C)C(=O)O)COC(F)(F)F